6-{2,8-dimethylimidazo[1,2-b]pyridazin-6-yl}-3,4-dihydro-2-benzopyran-1-one CC=1N=C2N(N=C(C=C2C)C=2C=CC3=C(CCOC3=O)C2)C1